N-[(1S)-1-[[(3-amino-3-oxo-propyl)-(2-fluoroacetyl)amino]carbamoyl]-3-methyl-butyl]-4-methoxy-1H-indole-2-carboxamide NC(CCN(C(CF)=O)NC(=O)[C@H](CC(C)C)NC(=O)C=1NC2=CC=CC(=C2C1)OC)=O